6-[(2S)-2-aminopropyl]-7-ethynyl-N-[(thiophen-2-yl)methyl]thieno[3,2-c]pyridazin-4-amine N[C@H](CC1=C(C=2N=NC=C(C2S1)NCC=1SC=CC1)C#C)C